ClC1=C2C(=CN=CC2=CC=C1)C1=C(C=C2C(=NC(=NC2=C1)OC[C@H]1N(C[C@@H](C1)F)C)N1[C@@H]2CCN([C@@H]2C1)C(C=C)=O)F ((1R,5R)-6-(7-(5-chloroisoquinolin-4-yl)-6-fluoro-2-((((2S,4R)-4-fluoro-1-methylpyrrolidin-2-yl))methoxy)quinazolin-4-yl)-2,6-diazabicyclo[3.2.0]hept-2-yl)prop-2-en-1-one